tert-butyl 3-(hydroxymethyl)-5-methylpiperazine-1-carboxylate OCC1CN(CC(N1)C)C(=O)OC(C)(C)C